P(=O)(O)([O-])[O-].[K+].[K+] potassium-hydrogenphosphate salt